C(=O)(O)[C@@H](C)N1C[C@@H](N(C[C@@H](N(C[C@@H](N(C[C@@H]1C)[C@H](C)C(=O)O)C)[C@H](C)C(=O)O)C)[C@@H](C(=O)O)C)C (R)-2-[(2S,5S,8S,11S)-4,7,10-Tri-((R)-1-carboxyethyl)-2,5,8,11-tetramethyl-1,4,7,10-tetraazacyclododecane-1-yl]propionic acid